FC1([C@@H]2[C@H](N([C@H](C1)CC2)C(=O)C=2NC1=CC=CC(=C1C2)OC)C(=O)N[C@H](/C=C\2/C(OCC2)=O)C[C@H]2C(NCC2)=O)F (1S,3S,4S)-5,5-difluoro-2-(4-methoxy-1H-indole-2-carbonyl)-N-((S,E)-1-(2-oxodihydrofuran-3(2H)-ylidene)-3-((S)-2-oxopyrrolidin-3-yl)propan-2-yl)-2-azabicyclo[2.2.2]octane-3-carboxamide